CC1(N(CCC1)CCC(=O)NC=1C=C(C(=NC1)C)NC(=O)C1=NN=C2N1C=CC(=C2)C2=CSC(=C2)CO)C N-(5-(3-(2,2-dimethylpyrrolidin-1-yl)propanamido)-2-methylpyridin-3-yl)-7-(5-(hydroxymethyl)thiophen-3-yl)-[1,2,4]triazolo[4,3-a]pyridine-3-carboxamide